OCC1(CCOCC1)NC(=O)C1=C(OC2=C1C=C(C=C2)OCC2=CN=C(S2)C)C N-(4-(hydroxymethyl)tetrahydro-2H-pyran-4-yl)-2-methyl-5-((2-methylthiazol-5-yl)methoxy)benzofuran-3-carboxamide